COC1=C(SC=C1)OC di-methoxythiophene